FC=1C(=CC=2C3=C(NC(C2C1)=O)COC[C@H]3N(C(=O)C=3NC1=CC=C(C=C1C3)F)C)F (S)-N-(8,9-difluoro-6-oxo-1,4,5,6-tetrahydro-2H-pyrano[3,4-c]isoquinolin-1-yl)-5-fluoro-N-methyl-1H-indole-2-carboxamide